C1(CC1)OC1=NC=CC=C1C=1C=NN2C1N=C(C=C2)N2CCN(CC2)C(=O)OC2(CN(CC2)C(=O)OC(C)(C)C)C#C (1-tert-Butoxycarbonyl-3-ethynyl-pyrrolidin-3-yl) 4-[3-[2-(cyclopropoxy)-3-pyridyl]pyrazolo[1,5-a]pyrimidin-5-yl]piperazine-1-carboxylate